1-(3-((4-amino-7-methyl-5-(4-phenoxyphenyl)-7H-pyrrolo[2,3-d]pyrimidin-6-yl)ethynyl)pyrrolidin-1-yl)prop-2-en-1-one NC=1C2=C(N=CN1)N(C(=C2C2=CC=C(C=C2)OC2=CC=CC=C2)C#CC2CN(CC2)C(C=C)=O)C